C(C)(C)(C)[C@](N(C(N=C(C(=O)OC(C)(C)C)CCCCNC(CC1=CC=C(C=C1)O)=O)=O)C(C)(C)C)(CCC(=O)O)C(=O)O di-tert-butyl-(((S)-1-(tert-butoxy)-6-(2-(4-hydroxyphenyl)acetamido)-1-oxohexyl-2-yl)carbamoyl)-L-glutamic acid